1-methyldimethoxysilylethyldimethylsilyl-3-bis(triethoxysilylpropylamino)methylsilylethyldimethylsilylbenzene C[Si](C(C)C1=C(C(=C(C=C1)[SiH](C)C)[SiH](C)C)CC[SiH2]C(NCCC[Si](OCC)(OCC)OCC)NCCC[Si](OCC)(OCC)OCC)(OC)OC